ClC1=NC(=C(C(=N1)N1C[C@@H](N(CC1)C(=O)[O-])CC#N)[N+](=O)[O-])CC1(CCCC2=C(C=CC=C12)F)C(=O)OC (2S)-4-(2-Chloro-6-((5-fluoro-1-(methoxycarbonyl)-1,2,3,4-tetrahydronaphthalen-1-yl)methyl)-5-nitro pyrimidin-4-yl)-2-(cyanomethyl)piperazine-1-carboxylate